C(C=C)(=O)N1C[C@H](C[C@@H]1COC)N1N=C(C(=C1NC)C(=O)N)C#CC1=C(C2=C(N(C=N2)CC)C=C1F)F 1-((3S,5R)-1-acryloyl-5-(methoxymethyl)pyrrolidin-3-yl)-3-((1-ethyl-4,6-difluoro-1H-benzo[d]imidazol-5-yl)ethynyl)-5-(methylamino)-1H-pyrazole-4-carboxamide